2,3-dichlorophenyl-boric acid ClC1=C(C=CC=C1Cl)OB(O)O